ClC1=NC(=CC(=C1)C=1C(=NN2C1N=C(C=C2)O[C@@H]2CNCCC2)C=2C=C(C#N)C=CC2)C 3-[3-(2-Chloro-6-methyl-4-pyridyl)-5-[[(3S)-3-piperidyl]oxy]pyrazolo[1,5-a]pyrimidin-2-yl]benzonitrile